OC1CCC(CC1)OC(C(=C)C)=O 4-hydroxycyclohexylmethacrylate